6-(5-(2-(4-methylpiperazin-1-yl)pyridin-4-yl)-1H-pyrrolo[2,3-b]pyridin-3-yl)-3,4-dihydroisoquinolin-1(2H)-one CN1CCN(CC1)C1=NC=CC(=C1)C=1C=C2C(=NC1)NC=C2C=2C=C1CCNC(C1=CC2)=O